6-(1-(benzyloxy)-2-methylpropan-2-yl)-10-methoxy-2-oxo-1,6,7,13c-tetrahydro-2H-pyrido[2',1':3,4]pyrazino[1,2-b]indazole-3-carboxylic acid ethyl ester C(C)OC(=O)C=1C(CC2N(C(CN3N=C4C(=CC=CC4=C32)OC)C(COCC3=CC=CC=C3)(C)C)C1)=O